2-chloro-5-(dimethylamino)-4-((N,N-dimethylsulfamoyl)carbamoyl)benzoic acid ClC1=C(C(=O)O)C=C(C(=C1)C(NS(N(C)C)(=O)=O)=O)N(C)C